2,6-dihydroxy-3'-methyl-4-pentyl-N-(phenylsulfonyl)-[1,1'-biphenyl]-3-carboxamide OC1=C(C(=CC(=C1C(=O)NS(=O)(=O)C1=CC=CC=C1)CCCCC)O)C1=CC(=CC=C1)C